FCCOC1=C(C#N)C=CC=C1 2-(2-fluoroethoxy)benzonitrile